cyclopentylmethyl (S)-5-fluoro-3-((R)-5-isopropyl-3-(isoquinolin-1-yl)-4,5-dihydroisoxazole-5-carboxamido)-4-oxopentanoate FCC([C@H](CC(=O)OCC1CCCC1)NC(=O)[C@@]1(CC(=NO1)C1=NC=CC2=CC=CC=C12)C(C)C)=O